sulfimide lithium salt [Li].[SH2]=N